C(C)OC(COC(NC1=C(C=CC(=C1)C(F)(F)F)F)=O)=O ({[2-fluoro-5-(trifluoromethyl)phenyl]carbamoyl}oxy)ethanoic acid ethyl ester